(R)-N-((4-(((R)-4-(3-(difluoromethyl)azetidin-1-yl)-1-((4-fluorophenyl)thio)butan-2-yl)amino)-3,5-difluorophenyl)sulfonyl)-2-methyltetrahydro-2H-pyran-2-carboxamide FC(C1CN(C1)CC[C@H](CSC1=CC=C(C=C1)F)NC1=C(C=C(C=C1F)S(=O)(=O)NC(=O)[C@@]1(OCCCC1)C)F)F